FC=1C=NC=CC1NC(OC(C)(C)C)=O tert-butyl (3-fluoropyridin-4-yl)carbamate